5-cyclopropyl-2-(4-{[(3R)-1-Methylpiperidin-3-yl]amino}-7,8-dihydro-5H-pyrano[3,4-d]pyridazin-1-yl)phenol C1(CC1)C=1C=CC(=C(C1)O)C1=C2C(=C(N=N1)N[C@H]1CN(CCC1)C)COCC2